FC(OC=1C=C(CN2CC=3C(N(C=4N(C3CC2)CCN4)CC4=CC=C(C=C4)C(F)(F)F)=O)C=CC1)(F)F 7-(3-(trifluoromethoxy)benzyl)-4-(4-(trifluoromethyl)benzyl)-1,2,6,7,8,9-hexahydroimidazo[1,2-a]pyrido[3,4-E]pyrimidin-5(4H)-one